5-[(2R)-2-[2-(2-ethoxyphenoxy)ethylamino]propyl]-2-methoxybenzenesulfonamide C(C)OC1=C(OCCN[C@@H](CC=2C=CC(=C(C2)S(=O)(=O)N)OC)C)C=CC=C1